O1COC2=C1C=CC(=C2)CC2(NC(=NC(=C2)C2=C1C=CNC1=CC=C2)N)NC 4-(benzo[d][1,3]dioxol-5-ylmethyl)-6-(1H-indol-4-yl)-N4-methylpyrimidine-2,4-diamine